C(C=C)OC[C@@H](C(=O)OC)NC(=O)OC(C)(C)C (S)-methyl 3-(allyloxy)-2-((tert-butoxycarbonyl)amino)propanoate